(RS)-6-[1-(4-methoxybenzyl)-pyrrolidin-3-yl]-pyridin-3-ylamine COC1=CC=C(CN2C[C@@H](CC2)C2=CC=C(C=N2)N)C=C1 |r|